1-ethyl-1H-benzo[d]imidazole C(C)N1C=NC2=C1C=CC=C2